Ethyl 3-methyl-butyrate CC(CC(=O)OCC)C